C(C)OC(C(C1=CC(=C(C=C1)O)C)C1=CC(=C(C=C1)O)C)=O bis(4-hydroxy-3-methyl-phenyl)ethanoic acid ethyl ester